COC1=NC(=NC(=N1)C)NC(=O)NS(=O)(=O)C1=C(SC=C1)C(=O)O 3-(4-methoxy-6-methyl-1,3,5-triazin-2-ylcarbamoylsulfamoyl)thiophene-2-carboxylic acid